C(C)(=O)C=1C2=C(C=NN1)C=1N(CC2C)N=CC1 4-acetyl-5-methyl-5,6-dihydropyrazolo[1',5':1,2]pyrido[3,4-d]pyridazine